4-[bromo(di-n-propyl)silyl]butanenitrile Br[Si](CCCC#N)(CCC)CCC